N-(4-((3-((4-chloro-3-(trifluoromethyl)phenyl)sulfonamido)-5-methylpyridin-2-yl)oxy)phenyl)acrylamide ClC1=C(C=C(C=C1)S(=O)(=O)NC=1C(=NC=C(C1)C)OC1=CC=C(C=C1)NC(C=C)=O)C(F)(F)F